C1(CCC1)C=1C(=NN(C1C1=CC=CC=C1)C)NC(CC1(CC1)C(F)(F)F)=O N-(4-cyclobutyl-1-methyl-5-phenyl-1H-pyrazol-3-yl)-2-(1-(trifluoromethyl)cyclopropyl)acetamide